CC1=C(C=C(C=C1)C)C1NCCC2=CC=C(C=C12)B1OC(C(O1)(C)C)(C)C 2,5-dimethylPhenyl-7-(4,4,5,5-tetramethyl-1,3,2-dioxaborolan-2-yl)-1,2,3,4-tetrahydroisoquinoline